Sulfo-ethylene glycol bis(succinimidyl succinate) C1(CCC(N1C(C(=O)O)CC(=O)O)=O)=O.C1(CCC(N1C(C(=O)O)CC(=O)O)=O)=O.S(=O)(=O)(O)C(CO)O